3,3'-(Butane-1,4-diylbis(oxy))dibenzaldehyde C(CCCOC=1C=C(C=O)C=CC1)OC=1C=C(C=O)C=CC1